C(C)(C)(C)OC(=O)NCC=C t-butoxycarbonyl-allylamine